ethylenedioxydithiol C1OC2SSC=C2OC1